2,5-dimethyl-hexadiene CC(=C)C=CC(C)C